methylenebis[2,4,6-trimethyl-benzaldehyde] C(C=1C(=C(C=O)C(=CC1C)C)C)C=1C(=C(C=O)C(=CC1C)C)C